2,4,6-trichlorotoluene ClC1=C(C)C(=CC(=C1)Cl)Cl